N-(5-(5-(difluoromethyl)-1,2,4-oxadiazol-3-yl)-2,3-dihydro-1H-inden-1-yl)-2-hydroxyisonicotinamide FC(C1=NC(=NO1)C=1C=C2CCC(C2=CC1)NC(C1=CC(=NC=C1)O)=O)F